1-(2,3-diphenylquinolin-6-yl)-3-phenylurea C1(=CC=CC=C1)C1=NC2=CC=C(C=C2C=C1C1=CC=CC=C1)NC(=O)NC1=CC=CC=C1